FC(C(C(=O)SCCOP(=O)(OCCSC(C(C(F)(F)F)(C)C)=O)C(C1=CC2=C(SC(=C2)C(=O)OC2=C(C(=C(C(=C2F)F)F)F)F)C=C1)(F)F)(C)C)(F)F perfluorophenyl 5-((bis(2-((3,3,3-trifluoro-2,2-dimethylpropanoyl) thio)ethoxy) phosphoryl) difluoromethyl)benzo[b]thiophene-2-carboxylate